2-amino-N-(2-(3',4'-difluoro-[1,1'-biphenyl]-4-yl)ethyl)pentanamide NC(C(=O)NCCC1=CC=C(C=C1)C1=CC(=C(C=C1)F)F)CCC